COC(=O)C1=CC(=NN1CC#N)C 1-(cyanomethyl)-3-methyl-1H-pyrazole-5-carboxylic acid methyl ester